(S)-N-((2-(2-(7-hydroxy-5-azaspiro[2.4]heptan-5-yl)pyrimidin-4-yl)-1,6-naphthyridin-7-yl)methyl)-6-methyl-5-(methylsulfonyl)nicotinamide O[C@@H]1CN(CC12CC2)C2=NC=CC(=N2)C2=NC1=CC(=NC=C1C=C2)CNC(C2=CN=C(C(=C2)S(=O)(=O)C)C)=O